((1R,4R,7R)-7-amino-2-azabicyclo[2.2.1]heptan-2-yl)(2-(3-cyclopropyl-2,3-dihydro-1H-pyrrolo[1,2,3-de]quinoxalin-5-yl)-5-methoxy-3-methylimidazo[1,2-a]pyridin-7-yl)methanone N[C@H]1[C@@H]2N(C[C@H]1CC2)C(=O)C2=CC=1N(C(=C2)OC)C(=C(N1)C1=CC=2C=3N1C(CNC3C=CC2)C2CC2)C